C(=C)C[SiH](OC)OC vinylmethyldimethoxysilane